2-(4-(2-((7-(1-(difluoromethyl)-1H-pyrazol-4-yl)-[1,2,4]triazolo[1,5-a]pyridin-2-yl)amino)-2-oxoethyl)-2-fluorophenoxy)nicotinamide FC(N1N=CC(=C1)C1=CC=2N(C=C1)N=C(N2)NC(CC2=CC(=C(OC1=C(C(=O)N)C=CC=N1)C=C2)F)=O)F